benzyl 3-((tert-butoxycarbonyl) amino)-4-(hydroxymethyl)-3-methyl-piperidine-1-carboxylate C(C)(C)(C)OC(=O)NC1(CN(CCC1CO)C(=O)OCC1=CC=CC=C1)C